N-(5-chloro-6-(4-methylpyridin-3-yl)benzo[d]thiazol-2-yl)-2-fluorocyclopropane-1-carboxamide ClC=1C(=CC2=C(N=C(S2)NC(=O)C2C(C2)F)C1)C=1C=NC=CC1C